C(C)(C)(C)C1=C(C(=CC(=C1)CCl)C(C)(C)C)O 2,6-di-tert-butyl-4-(chloromethyl)phenol